tert-butyl (2S,4R)-2-((6-bromo-5-fluoropyridin-2-yl) carbamoyl)-4-fluoropyrrolidine-1-carboxylate BrC1=C(C=CC(=N1)NC(=O)[C@H]1N(C[C@@H](C1)F)C(=O)OC(C)(C)C)F